(4-(4-hydroxy-3-isopropylbenzyl)-3,5-dimethylphenoxy)-N-methoxyacetamide OC1=C(C=C(CC2=C(C=C(OCC(=O)NOC)C=C2C)C)C=C1)C(C)C